3-aminopropyltriethoxysilane (2S,9R,10S)-18-(2-((1,2-dimethylhydrazinyl)methyl)-1H-indol-1-yl)-9,10-dihydroxy-2,3-dimethyl-4,8,11,16-tetraoxo-3,7,12,15-tetraazaoctadecanoate CN(NC)CC=1N(C2=CC=CC=C2C1)CCC(NCCNC([C@H]([C@H](C(NCCC(N([C@H](C(=O)O)C)C)=O)=O)O)O)=O)=O.NCCC[Si](OCC)(OCC)OCC